6-[2-Benzyloxyethyl(but-3-enyl)amino]-3-nitro-5-(trifluoromethyl)pyridine-2-carboxylic acid C(C1=CC=CC=C1)OCCN(C1=C(C=C(C(=N1)C(=O)O)[N+](=O)[O-])C(F)(F)F)CCC=C